FC(C=1C=C(C=C(C1)C(F)(F)F)C(C(=O)N(C)C=1C=NC(=CC1C1=C(C=C(C=C1)F)C)Cl)(C)C)(F)F 2-[3,5-bis(trifluoromethyl)phenyl]-N-[6-chloro-4-(4-fluoro-2-methyl-phenyl)-3-pyridyl]-N,2-dimethylpropanamide